BrC1=CC=C(C=2N=C(OC21)S)OC(F)(F)F 7-bromo-4-(trifluoromethoxy)benzo[d]oxazole-2-thiol